[Si](C)(C)(C(C)(C)C)OCC[C@@H]([C@@H](O)C1=C(C=CC=C1)Cl)O (1S,2S)-4-(tert-butyldimethylsilyloxy)-1-(2-chlorophenyl)butane-1,2-diol